N-(3-(4-aminoquinolin-6-yl)prop-2-yn-1-yl)-N-(((1R,2R,3S,4R)-4-(4-chloro-7H-pyrrolo[2,3-d]pyrimidin-7-yl)-2,3-dihydroxycyclopentyl)methyl)acetamide NC1=CC=NC2=CC=C(C=C12)C#CCN(C(C)=O)C[C@@H]1[C@H]([C@H]([C@@H](C1)N1C=CC2=C1N=CN=C2Cl)O)O